FC(C(=O)N)(C(=O)N)F 2,2-difluoropropanediamide